O=C1NC(CCC1N1C(N(C2=C1C=CC(=C2)C2CCC1(CCN(CC1)C(=O)OC(C)(C)C)CC2)C)=O)=O tert-butyl 9-[1-(2,6-dioxo-3-piperidyl)-3-methyl-2-oxo-benzimidazol-5-yl]-3-azaspiro[5.5]undecane-3-carboxylate